25-HYDROXY-7-DEHYDROCHOLESTEROL C[C@H](CCCC(C)(C)O)[C@H]1CC[C@@H]2[C@@]1(CC[C@H]3C2=CC=C4[C@@]3(CC[C@@H](C4)O)C)C